CC1(CCN(CC1)C1=CN=C2C(=N1)N(N=C2SC=2C(NC=CC2)=O)C2OCCCC2)NC(OC(C)(C)C)=O tert-butyl (4-methyl-1-(3-((2-oxo-1,2-dihydropyridin-3-yl)thio)-1-(tetrahydro-2H-pyran-2-yl)-1H-pyrazolo[3,4-b]pyrazin-6-yl)piperidin-4-yl)carbamate